p-ethylthio-styrene C(C)SC1=CC=C(C=C)C=C1